[N+](=O)([O-])C(=C1NC(C(N1)=O)=O)[N+](=O)[O-] 2-(dinitromethylene)4,5-imidazolidinedione